NC=CC[C@@]1([C@H](O)[C@H](O)[C@@H](CO)O1)N1C(=O)N=C(N)C=C1 3-aminoallyl-cytidine